ClC=1C=C(C(=O)NC=2C=NC(=NC2)C2=NC=CC=C2)C=CC1 3-chloro-N-(2-(pyridin-2-yl)pyrimidin-5-yl)benzamide